4-{5-fluoro-4-[(3-methanesulfonylphenyl)methyl]pyridin-2-yl}-2-methylbenzamide hydrochloride Cl.FC=1C(=CC(=NC1)C1=CC(=C(C(=O)N)C=C1)C)CC1=CC(=CC=C1)S(=O)(=O)C